6-METHOXY-2-NAPHTHYLACETIC ACID COC=1C=C2C=CC(=CC2=CC1)CC(=O)O